CN(C1=CC=CC(=N1)OC1=CC=C(C#N)C=C1)C 4-((6-(dimethylamino)pyridin-2-yl)oxy)benzonitrile